2-(trifluoromethyl)thioxanthone FC(C1=CC=2C(C3=CC=CC=C3SC2C=C1)=O)(F)F